N-isopropyl-heptenamide C(C)(C)NC(C=CCCCC)=O